2-(phenethylamino)benzo[d]oxazol C(CC1=CC=CC=C1)NC=1OC2=C(N1)C=CC=C2